C1(=CC=CC=C1)C(C(CCCC)CC)P([O-])([O-])([O-])CC(CCCC)CC phenyl-bis(2-ethylhexyl)phosphite